C(C)(=O)N1CCN(C2CC12)C1=C(C=C(C=C1F)N1C(O[C@H](C1)CO)=O)F (5R)-3-[4-(5-acetyl-2,5-diazabicyclo[4.1.0]heptan-2-yl)-3,5-difluorophenyl]-5-(hydroxymethyl)-1,3-oxazolidin-2-one